1'-(2-{3-amino-4-[(cis)-3-hydroxy-3-methylcyclobutylamino]-5-(trifluoromethyl)phenoxy}ethyl)-5-chlorospiro[indoline-3,4'-piperidin]-2-one NC=1C=C(OCCN2CCC3(CC2)C(NC2=CC=C(C=C23)Cl)=O)C=C(C1NC1CC(C1)(C)O)C(F)(F)F